8-(7-isopropyl-3-(methylcarbamoyl)-1H-indol-5-yl)isoquinolin C(C)(C)C=1C=C(C=C2C(=CNC12)C(NC)=O)C=1C=CC=C2C=CN=CC12